BrC1=C(C(=NC=C1)C1=NC=CC=C1)Br dibromo-2,2'-bipyridine